C1(CC1)C1=NN(C2=CC(=CC=C12)[C@@H]1[C@H](C1)C=1C=2N(N=C(C1)C=1C(NC(NC1)=O)=O)C=CN2)CC(F)(F)F 5-(8-((1S,2S)-2-(3-cyclopropyl-1-(2,2,2-trifluoroethyl)-1H-indazol-6-yl)cyclopropyl)imidazo[1,2-b]pyridazin-6-yl)pyrimidine-2,4(1H,3H)-dione